8-methoxy-N-({6-methylimidazo[1,2-a]pyridin-2-yl}methyl)-4-oxo-4H-pyrido[1,2-a]pyrimidine-2-carboxamide COC1=CC=2N(C(C=C(N2)C(=O)NCC=2N=C3N(C=C(C=C3)C)C2)=O)C=C1